divinyldi(2-methoxyethoxy)silane C(=C)[Si](OCCOC)(OCCOC)C=C